bis-[3-(ethylsulfonyloxy)-4-methyl-phenyl]urea C(C)S(=O)(=O)OC=1C=C(C=CC1C)NC(NC1=CC(=C(C=C1)C)OS(=O)(=O)CC)=O